C(=C)C=1CC(CC(C(=O)O)(C1)C(C)CC)(C(=O)O)C(C)CC 5-vinyl-1,3-bis(sec-butyl)isophthalic acid